methyl-vanillin methacrylate C(C(=C)C)(=O)O.CC(=O)C1=CC(OC)=C(O)C=C1